Diethyl [(4-nitronaphthalen-1-yl)methyl]phosphonate [N+](=O)([O-])C1=CC=C(C2=CC=CC=C12)CP(OCC)(OCC)=O